(S)-(1-(((3',4'-dichloro-[1,1'-biphenyl]-4-yl) methyl) amino)-1-oxopent-2-yl) carbamate C(N)(O[C@H](C(=O)NCC1=CC=C(C=C1)C1=CC(=C(C=C1)Cl)Cl)CCC)=O